methyl 4-chloro-5-fluoro-2-(4-vinylphenyl)benzoate ClC1=CC(=C(C(=O)OC)C=C1F)C1=CC=C(C=C1)C=C